methyl 4-{[6-(5-chloro-2-fluorophenyl)-3-methyl-pyridazin-4-yl]amino}-7-[2-(4-methylpiperazin-1-yl)eth-oxy]quinoline-6-carboxylate ClC=1C=CC(=C(C1)C1=CC(=C(N=N1)C)NC1=CC=NC2=CC(=C(C=C12)C(=O)OC)OCCN1CCN(CC1)C)F